cyclohexanebutanoic acid silver [Ag].C1(CCCCC1)CCCC(=O)O